OC1(COC1)C1=CC=C(COC=2C(C=C(OC2)CN2CC3=CC=CC=C3C2)=O)C=C1 5-((4-(3-hydroxyoxetan-3-yl)benzyl)oxy)-2-(isoindolin-2-ylmethyl)-4H-pyran-4-one